[Al].C=C=C allen Aluminium